2-{1-[2,6-difluoro-4-(6-diethylamino-pyrazin-2-yl)phenyl]pyrrolidin-3-yl}acetic acid FC1=C(C(=CC(=C1)C1=NC(=CN=C1)N(CC)CC)F)N1CC(CC1)CC(=O)O